C1(CC1)C1=CC=C2C(=NC(NC2=C1)=O)N1CC(CCC1)O 7-cyclopropyl-4-(3-hydroxypiperidin-1-yl)quinazolin-2(1H)-one